racemic-2,4-dichloro-6,6,8-trimethyl-8,9-dihydro-6H-[1,4]oxazino[4,3-e]purine ClC=1N=C(C=2N=C3N(C2N1)C[C@H](OC3(C)C)C)Cl |r|